(2R)-2-(2-fluorophenyl)oxetane FC1=C(C=CC=C1)[C@@H]1OCC1